FC(CCNCCC[C@H](C(C)C)N1CC2(C1)CN(CC2)C=2N=CN=NC2OC2=C(C(=O)N(C(C)C)CC)C=C(C=C2)F)F (R)-2-((5-(2-(6-((3,3-difluoropropyl)amino)-2-methylhexan-3-yl)-2,6-diazaspiro[3.4]oct-6-yl)-1,2,4-triazin-6-yl)oxy)-N-ethyl-5-fluoro-N-isopropylbenzamide